COC(\C=C\CC[C@@H](C(=O)NC=1C(N(C=CC1)CC(=O)N[C@H]1[C@H]2CC[C@@H](C1)C2)=O)NC(=O)C2=C(N=NS2)C)=O (S,E)-Methyl-7-(1-(2-((1S,2R,4R)-bicyclo[2.2.1]heptan-2-ylamino)-2-oxoethyl)-2-oxo-1,2-dihydropyridin-3-ylamino)-6-(4-methyl-1,2,3-thiadiazol-5-carboxamido)-7-oxohept-2-enoat